3-methacryloxypropyltriethoxysilane C(C(=C)C)(=O)OCCC[Si](OCC)(OCC)OCC